5-fluoro-N-(2-fluorophenyl)-4-[4-methyl-5-oxo-3-(prop-2-yl)-4,5-dihydro-1H-1,2,4-triazol-1-yl]-2-{[(2S)-1,1,1-trifluoropropan-2-yl]oxy}benzamide FC=1C(=CC(=C(C(=O)NC2=C(C=CC=C2)F)C1)O[C@H](C(F)(F)F)C)N1N=C(N(C1=O)C)C(C)C